2-(4-(2,5,8,11,14-pentaoxahexadecan-16-yloxy)phenyl)ethylamine COCCOCCOCCOCCOCCOC1=CC=C(C=C1)CCN